10-((stearoyloxy)methyl)octadec-8-enoic acid C(CCCCCCCCCCCCCCCCC)(=O)OCC(C=CCCCCCCC(=O)O)CCCCCCCC